1-(8-fluoro-7-(8-fluoronaphthalen-1-yl)-2-((hexahydro-1H-pyrrolizin-7a-yl)methoxy)pyrido[4,3-d]pyrimidin-4-yl)azepan-4-ol FC1=C(N=CC2=C1N=C(N=C2N2CCC(CCC2)O)OCC21CCCN1CCC2)C2=CC=CC1=CC=CC(=C21)F